ClC=1C=C(C=CC1Cl)C(C1=NN=C(O1)C1CN(CC12CN(C2)C(=O)[C@@H]2C(C2)(C)C)C=2C1=C(N=CN2)N=CS1)(F)F (8-(5-((3,4-dichlorophenyl)difluoromethyl)-1,3,4-oxadiazol-2-yl)-6-(thiazolo[4,5-d]pyrimidin-7-yl)-2,6-diazaspiro[3.4]octan-2-yl)((S)-2,2-dimethylcyclopropyl)methanone